cobalt(II) cyanide dihydrate O.O.[Co](C#N)C#N